ClC=1C=C2C(=C3C1NC(NC31CCCCC1)=O)OC(=N2)CNCC 5-chloro-2-[(ethylamino)methyl]-7,8-dihydro-6H-spiro[[1,3]oxazolo[5,4-f]quinazoline-9,1'-cyclohexane]-7-one